3,7-dimethyloct-1,6-diene-3-thiol CC(C=C)(CCC=C(C)C)S